ClC=1C=C(C=CC1)NC(=O)C1=NC(=NC=C1)N1C=NC=C1 N-(3-chlorophenyl)-2-(1H-imidazol-1-yl)pyrimidine-4-carboxamide